NC1=C(C2=C(S1)C(C(CC2)(CCCO)CC2CC2)=O)C(=O)NC2CC2 2-Amino-N-cyclopropyl-6-(cyclopropylmethyl)-6-(3-hydroxypropyl)-7-oxo-4,5,6,7-tetrahydrobenzo[b]thiophene-3-carboxamide